5-(4-Fluorophenyl)-2-(methylthio)-1H-thiazole-4-carboxamide FC1=CC=C(C=C1)C1=C(N=C(S1)SC)C(=O)N